CC(C)(C)C(=O)NC1=C(C=CC=N1)C=O N-(3-formylpyridin-2-yl)-2,2-dimethylpropanamide